tert-butyl 4-(6-cyclopentylpyrazolo[1,5-a]pyridin-3-yl)piperazine-1-carboxylate C1(CCCC1)C=1C=CC=2N(C1)N=CC2N2CCN(CC2)C(=O)OC(C)(C)C